1-[6-(Cyclohex-1-en-1-yl)-3,3-dimethyl-1H,2H,3H-pyrrolo[3,2-c]pyridin-1-yl]-2-[(2R,5R)-2-(methoxy-methyl)-5-methyl-piperazin-1-yl]-ethan-1-one, hydrochloride salt Cl.C1(=CCCCC1)C1=CC2=C(C=N1)C(CN2C(CN2[C@H](CN[C@@H](C2)C)COC)=O)(C)C